FC=1C=C(C=CC1)C1=C[C@@H]2[C@H]([C@@H]2C1)C#N |r| rac-(1R,5R,6S)-3-(3-fluorophenyl)bicyclo[3.1.0]hex-2-ene-6-carbonitrile